[Cl].[Pb] lead chlorine salt